BrC1=CC(=C(N)C=C1)OC 4-bromo-2-methoxy-aniline